6-(2-Methoxybenzyl)-5-oxo-1,4,5,6-tetrahydropyrido[3,4-C][1,8]naphthyridine COC1=C(CN2C(C3=C(C=4C=CC=NC24)CC=NC3)=O)C=CC=C1